5-[4-amino-5-(trifluoromethyl)pyrrolo[2,1-f][1,2,4]triazin-7-yl]-2-chloro-N-[(3R,4S)-1-(2,6-difluorobenzoyl)-4-fluoropyrrolidin-3-yl]benzamide NC1=NC=NN2C1=C(C=C2C=2C=CC(=C(C(=O)N[C@@H]1CN(C[C@@H]1F)C(C1=C(C=CC=C1F)F)=O)C2)Cl)C(F)(F)F